C(C)(=O)OC(CCC[C@@H](C)[C@H]1CC[C@@H]2[C@@]1(CC[C@@H]1[C@]3(CC[C@@H]([C@@H]([C@@H]3CC([C@@H]21)N)O)O)C)C)C2=C(C=CC=C2F)F (5R)-5-[(1R,3aS,3bS,5aR,6R,7S,9aR,9bS,11aR)-4-amino-6,7-dihydroxy-9a,11a-dimethylhexadecahydro-1H-cyclopenta[1,2-a]phenanthren-1-yl]-1-(2,6-difluorophenyl)hexyl acetate